tert-butyl 3-[4-[3-chloro-8-[(2S,3R)-3-hydroxy-2-methyl-azetidin-1-yl]imidazo[1,2-a]pyrazin-6-yl]pyrazol-1-yl]azetidine-1-carboxylate ClC1=CN=C2N1C=C(N=C2N2[C@H]([C@@H](C2)O)C)C=2C=NN(C2)C2CN(C2)C(=O)OC(C)(C)C